COC=1C=CC2=C(N(N=N2)C2=CC=C(CNS(=O)(=O)N)C=C2)C1 N-(4-(6-methoxy-1H-benzo[d][1,2,3]triazol-1-yl)benzyl)sulfamide